BrC=1C=C(C(=NC1)OCC(CN1CCCCC1)(F)F)[N+](=O)[O-] 5-bromo-2-(2,2-difluoro-3-(piperidin-1-yl)propoxy)-3-nitropyridine